(S)- and (R)-2-((4-cyanophenethyl)amino)-N-(5-(4,4-difluoro-piperidin-1-yl)-pyridin-2-yl)-2-phenylacetamide C(#N)C1=CC=C(CCN[C@H](C(=O)NC2=NC=C(C=C2)N2CCC(CC2)(F)F)C2=CC=CC=C2)C=C1 |r|